2-butyl-1,3-diazaspiro[4.4]non-1-en C(CCC)C1=NC2(CN1)CCCC2